6-{4-[(6-methoxypyridin-3-yl)oxy]piperidin-1-yl}-5-methyl-N-[(1-methyl-1H-pyrazol-3-yl)methyl]pyridazine-3-carboxamide COC1=CC=C(C=N1)OC1CCN(CC1)C1=C(C=C(N=N1)C(=O)NCC1=NN(C=C1)C)C